N-(1-((1,1-difluorospiro[2.3]hexan-5-yl)methyl)-1H-indol-5-yl)acrylamide FC1(CC12CC(C2)CN2C=CC1=CC(=CC=C21)NC(C=C)=O)F